p-tert-butyl-benzoyl-hydrazine C(C)(C)(C)C1=CC=C(C(=O)NN)C=C1